CC1=NN(C(C1C(=O)NC=1C=C2C(OCC2=CC1)=O)=O)C1=CC=CC=C1 3-Methyl-5-oxo-N-(3-oxo-1,3-dihydroisobenzofuran-5-yl)-1-phenyl-4,5-dihydro-1H-pyrazole-4-carboxamide